2,6-Dinitrobenzaldehyd [N+](=O)([O-])C1=C(C=O)C(=CC=C1)[N+](=O)[O-]